FC1=C(C=O)C(=CC(=C1)C=1C2=C(C(N(C1)C)=O)NN=C2)OC 2-fluoro-6-methoxy-4-(6-methyl-7-oxo-1H-pyrazolo[3,4-c]pyridin-4-yl)benzaldehyde